Silicon-boron-titanium carbon 1-(3,4,5-trimethoxyphenyl)propan-1-one COC=1C=C(C=C(C1OC)OC)C(CC)=O.[C].[Ti].[B].[Si]